NC=1C(=NC(=C(N1)F)C1=CC=C(C=C1)N1CCN(CC1)C(C)C)C=1C=C2C(=CNC(C2=CC1)=O)OC 6-(3-amino-5-fluoro-6-(4-(4-isopropylpiperazin-1-yl)phenyl)pyrazin-2-yl)-4-methoxyisoquinolin-1(2H)-one